(Z)-2-[(1,1-dimethylethyl)imino]tetrahydro-3-(1-methylethyl)-5-phenyl-4H-1,3,5-thiadiazin-4-one CC(C)(C)\N=C\1/SCN(C(N1C(C)C)=O)C1=CC=CC=C1